C(=C)C1=C(OC=2C3=C(N=CN2)CN(CC3)C(=O)O)C=CC=C1F.COC1=C(C=CC=C1)P(CCCP(C1=C(C=CC=C1)OC)C1=C(C=CC=C1)OC)C1=C(C=CC=C1)OC 1,3-bis-[bis(2-methoxyphenyl)phosphino]propane 4-(2-vinyl-3-fluorophenoxy)-5H,6H,7H,8H-pyrido[3,4-d]pyrimidine-7-carboxylate